N-(6-Amino-5-cyclopropyl-3-pyridyl)-2-[(2R,5S)-5-methyl-2-(2-methyl-3,4-dihydro-1H-isoquinolin-6-yl)-1-piperidyl]-2-oxo-acetamide NC1=C(C=C(C=N1)NC(C(=O)N1[C@H](CC[C@@H](C1)C)C=1C=C2CCN(CC2=CC1)C)=O)C1CC1